CC1(OB(OC1(C)C)C1=CC=C(C=C1)OCC1=CC(=CC=C1)[N+](=O)[O-])C 4,4,5,5-tetramethyl-2-(4-((3-nitrobenzyl)oxy)phenyl)-1,3,2-dioxaborolane